CCCCCCCCCCCC(CCCCCCCCCCC)(C(CCCCCCCCCCC)(CO)O)O triundecyl-glycerol